C(C1=CC=CC=C1)OC=1C=C(C(=O)[O-])C=C(C1OC)OC 3-(benzyloxy)-4,5-dimethoxybenzoate